N1CC(C1)N(C1=CC=C(C=C1)NC1=NC=CC(=N1)NC1=NC(=NC=C1)C1=NC(=CC=C1)C)C N2-[4-[azetidin-3-yl(methyl)amino]phenyl]-N4-[2-(6-methyl-2-pyridyl)pyrimidin-4-yl]pyrimidine-2,4-diamine